2-methyl-5-(2-thienyl)piperazine CC1NCC(NC1)C=1SC=CC1